ClC=1C(=C(C=CC1)C=1N=C(N2C=CSC12)C1=CC=C(C#N)C=C1)F p-{4-(3-chloro-2-fluorophenyl)-6-thia-1,3-diazabicyclo[3.3.0]octa-2,4,7-trien-2-yl}benzonitrile